N,N-di(3-hydroxypropyl)acrylamide OCCCN(C(C=C)=O)CCCO